diethyl-silicon C(C)[Si]CC